3''-bromo-4''-((3,5-difluoropyridin-2-yl)methoxy)-3-(2-hydroxypropan-2-yl)-5',6''-Dimethyl-2H,2''H-[1,2':4',1''-terpyridine]-2,2''-dione BrC=1C(N(C(=CC1OCC1=NC=C(C=C1F)F)C)C1=CC(=NC=C1C)N1C(C(=CC=C1)C(C)(C)O)=O)=O